7-Chloro-3-fluoro-2,8-dimethyl-4H-pyrimido[1,2-b]pyridazin-4-one ClC=1C(=CC=2N(N1)C(C(=C(N2)C)F)=O)C